N-(4-((3R,5S)-4-(12-((2-(2,6-dioxopiperidin-3-yl)-1,3-dioxoisoindolin-4-yl)thio)dodecanoyl)-3,5-dimethylpiperazine-1-carbonyl)phenyl)pyridazine-3-carboxamide O=C1NC(CCC1N1C(C2=CC=CC(=C2C1=O)SCCCCCCCCCCCC(=O)N1[C@@H](CN(C[C@@H]1C)C(=O)C1=CC=C(C=C1)NC(=O)C=1N=NC=CC1)C)=O)=O